C([C@H]1CO1)OC1=CC=C(C=C1)[N+](=O)[O-] (R)-p-nitrophenyl glycidyl ether